1-(6-(4-(4-(4-(3-(hydroxymethyl)azetidin-1-yl)phenyl)tetrahydro-2H-pyran-4-yl)phenoxy)pyridazin-3-yl)ethan-1-one OCC1CN(C1)C1=CC=C(C=C1)C1(CCOCC1)C1=CC=C(OC2=CC=C(N=N2)C(C)=O)C=C1